4-(3,5-dimethyl-1H-pyrazol-4-yl)-2-methyl-1,3-benzothiazole CC1=NNC(=C1C1=CC=CC2=C1N=C(S2)C)C